CC1=C(C(NC=C1)=O)C#N 4-methyl-2-oxo-1,2-dihydropyridine-3-carbonitrile